C1(CCC1)OC=1C(=CC=2C(N1)=NN(C2)[C@]21CO[C@](CC2)(C1)C)C(=O)NC=1C(N(C=CC1)C1CC1)=O 6-cyclobutoxy-N-(1-cyclopropyl-2-oxo-1,2-dihydropyridin-3-yl)-2-((1R,4R)-1-methyl-2-oxabicyclo[2.2.1]heptan-4-yl)-2H-pyrazolo[3,4-b]pyridine-5-carboxamide